ClC=1C=C(C=CC1F)NC1N(C(=NC(=N1)N)N1CCOCC1)C1=CC=C(C=C1)OC N-(3-Chloro-4-fluorophenyl)-N1-(4-methoxyphenyl)-6-morpholin-4-yl-[1,3,5]triazine-2,4-diamine